O1C=NC2=C1C=C(C=C2)CN(C(=O)[C@H]2N(C[C@H](C2)F)S(=O)(=O)C2=CC=C(C)C=C2)C2CCC(CC2)(C)C (2S,4S)-4-Fluoro-1-(toluene-4-sulfonyl)-pyrrolidine-2-carboxylic acid benzooxazol-6-ylmethyl-(4,4-dimethyl-cyclohexyl)-amide